3-(3-((tert-butyldimethylsilyl)oxy)prop-1-yn-1-yl)-4-methoxy-5-nitropyridine [Si](C)(C)(C(C)(C)C)OCC#CC=1C=NC=C(C1OC)[N+](=O)[O-]